4,5-diphenyl-imidazolidinone C1(=CC=CC=C1)C1NC(NC1C1=CC=CC=C1)=O